Cl[Si](CCCC[Si](Cl)(Cl)Cl)(Cl)Cl 1,4-bis(trichlorosilyl)butane